NC1=NC=NN2C1=C(C=C2C2CCN(CC2)C(C(C)C)=O)C2=CC=C(C=C2)C2=C(C(N(C(=C2C2=CC=NN2C)C)C=2C=NC=CC2)=O)C(=O)N (4-(4-amino-7-(1-isobutyrylpiperidin-4-yl)pyrrolo[2,1-f][1,2,4]triazin-5-yl)phenyl)-6-methyl-5-(1-methyl-1H-pyrazol-5-yl)-2-oxo-2H-[1,3'-bipyridine]-3-carboxamide